[Cl-].C(CCCCC)[N+]1=CC=CC=C1 1-Hexyl-Pyridinium Chlorid